O=C1NC2C(N1)CS[C@H]2CCCCC(=O)ON2C(CCC2=O)=O 2,5-Dioxopyrrolidin-1-yl 5-((4S)-2-oxohexahydro-1H-thieno[3,4-d]imidazol-4-yl)pentanoate